(2-chloro-4-morpholinothieno[3,2-d]pyrimidin-6-yl)(4-methylpiperazin-1-yl)methanone ClC=1N=C(C2=C(N1)C=C(S2)C(=O)N2CCN(CC2)C)N2CCOCC2